2-(4-Chlorophenyl)-6-isopropyl-3-oxo-2,3-dihydropyridazine-4-carboxylic acid ClC1=CC=C(C=C1)N1N=C(C=C(C1=O)C(=O)O)C(C)C